trans-crotonaldehyde C(\C=C\C)=O